4,7,13,16-tetraoxa-1,10-diaza-octadeca-5,14-diene NCCOC=COCCNCCOC=COCC